FC1=C(C=CC=C1F)CN1C(CCC1=O)CC(=O)N(CC)CC 2-[1-[(2,3-difluorophenyl)methyl]-5-oxopyrrolidin-2-yl]-N,N-diethylacetamid